2,3-dihydroxypropyl 2-((2-((3,4-dimethoxyphenyl) amino)-2-oxoethyl) thio)-1H-imidazole-4-carboxylate COC=1C=C(C=CC1OC)NC(CSC=1NC=C(N1)C(=O)OCC(CO)O)=O